O1NC(CC1)C1=CC=C(S1)C#N 5-(1,2-oxazolidin-3-yl)thiophene-2-carbonitrile